2-(8-(hydroxymethyl)-5,6,7,8-tetrahydroquinolin-8-yl)ethan-1-ol OCC1(CCCC=2C=CC=NC12)CCO